(Z)-3-dodecenoic acid ethyl ester C(C)OC(C\C=C/CCCCCCCC)=O